C(\C=C\C(=O)O)(=O)O.C(C)N(C(C1=C(C=CC(=C1)F)OC1=C(N=CN=N1)N1CC2(CN(C2)[C@H](C(C)C)C[C@@H](CN(C)C(C)C)O)CC1)=O)C(C)C N-ethyl-5-fluoro-2-((5-(2-((3S,5S)-5-hydroxy-6-(isopropyl-(methyl)amino)-2-methylhexan-3-yl)-2,6-diazaspiro[3.4]oct-6-yl)-1,2,4-triazin-6-yl)oxy)-N-isopropylbenzamide fumarate